C(C1=CC=CC=C1)O[C@H]1[C@@H]([C@@H]([C@@H](SC2=CC=C(C=C2)C)O[C@@H]1C)O)OC p-Tolyl 4-O-benzyl-3-O-methyl-1-thio-α-D-rhamnopyranoside